(2S,4S)-1-[2-[4-[ethyl(3-quinolyl)amino]-1-piperidyl]acetyl]-4-fluoro-pyrrolidine-2-carbonitrile C(C)N(C1CCN(CC1)CC(=O)N1[C@@H](C[C@@H](C1)F)C#N)C=1C=NC2=CC=CC=C2C1